N[C@H](CN(C(=O)N[C@@H](C)C=1OC=CC1)C1=CC=C(C=C1)C1=CC=C(C=C1)CCC)[C@H](CC)C 1-[(2S,3S)-2-Amino-3-methylpentyl]-3-[(1S)-1-(furan-2-yl)ethyl]-1-{4'-propyl-[1,1'-biphenyl]-4-yl}urea